C(C)(=O)C1=C(C2=C(N=C(N=C2)NC2=NC=C(C=C2)N2CCNCC2)N(C1=O)C1CCCC1)C 6-acetyl-8-cyclopentyl-5-methyl-2-{[5-(1-piperazinyl)-2-pyridinyl]amino}pyrido[2,3-d]pyrimidin-7(8H)-one